N[C@@H]1CN(CC1)S(=O)(=O)NC(=O)C=1C(=NC(=CC1)C1=CC=C(C=C1)OC)N1C(C[C@@H](C1)C)(C)C N-[(3S)-3-Aminopyrrolidin-1-yl]sulfonyl-6-(4-methoxyphenyl)-2-[(4S)-2,2,4-trimethylpyrrolidin-1-yl]pyridin-3-carboxamid